N1N=CC2=CC(=CC=C12)C#N 1H-indazole-5-carbonitrile